ClC=1C(=CC(=C(C1)[N+]#[C-])[N+](=O)[O-])F 5-CHLORO-4-FLUORO-2-NITROPHENYLISOCYANIDE